C1=CN=C2C1=CC=C1C2=C2C(C=3C4=CC=CC=C4NC13)=CN=C2 indolo[6,7-a]pyrrolo[3,4-c]carbazole